6-chloro-N-[5-(trifluoromethyl)-3-pyridyl]pyrido[3,2-d]pyrimidin-4-amine ClC=1C=CC=2N=CN=C(C2N1)NC=1C=NC=C(C1)C(F)(F)F